C(=O)(O)C1=C(C(=NC=C1)C(=O)O)C(=O)O tricarboxylpyridine